C(C)(C)(C)OC(=O)N1CCC(CC1)NC=1N=C2C(=NC1)NC=C2C(=O)C2CC2 4-((7-(cyclopropanecarbonyl)-5H-pyrrolo[2,3-b]pyrazin-2-yl)amino)piperidine-1-carboxylic acid tert-butyl ester